((benzyloxy) methyl) propane-1,3-diyl-dipelargonate C(CCCCCCCCCCC(=O)[O-])CCCCCCCCC(=O)OCOCC1=CC=CC=C1